[Cl-].[Cl-].C[SiH](C)[Zr+](C1=C(C=C(C1)C(C)(C)C)C)C1=C(C=C(C1)C(C)(C)C)C.C[SiH](C)[Zr+](C1=C(C=C(C1)C(C)(C)C)C)C1=C(C=C(C1)C(C)(C)C)C rac-dimethylsilylbis(2-methyl-4-tert-butyl-1-cyclopentadienyl)zirconium (IV) dichloride